(6aR)-8-acryloyl-4-fluoro-3-(2-fluoro-6-hydroxyphenyl)-1-((2-isopropyl-4-methylpyridin-3-yl)amino)-6,6a,7,8,9,10-hexahydro-12H-pyrazino[2,1-c]pyrido[3,4-f][1,4]oxazepin-12-one C(C=C)(=O)N1C[C@@H]2COC3=C(C(N2CC1)=O)C(=NC(=C3F)C3=C(C=CC=C3O)F)NC=3C(=NC=CC3C)C(C)C